[Na].ON=C(C(=O)O)C(=O)O 2-(hydroxyimino)malonic acid sodium